C1=CC=C2C(=C1)C3=NC4=NC(=NC5=C6C=CC=CC6=C([N-]5)N=C7C8=CC=CC=C8C(=N7)N=C2[N-]3)C9=CC=CC=C94.[Zn+2] ZINC PhTHALOCYANINE